BrC=1C(=NC(=NC1)NC1=CC(=C(C=C1OC)N1CCC(CC1)=O)CC)NC=1C(=C2C=C(C(=NC2=CC1)C)F)P(=O)(C)C 1-(4-((5-bromo-4-((5-(dimethylphosphoryl)-3-fluoro-2-methylquinolin-6-yl)amino)pyrimidin-2-yl)amino)-2-ethyl-5-methoxyphenyl)piperidin-4-one